2-(1,3-dioxoisoindolin-2-yl)propionamide O=C1N(C(C2=CC=CC=C12)=O)C(C(=O)N)C